ClC1=C(C=CC(=C1F)F)[C@H](C)OC1=NC(=NC=C1)C(=O)N[C@H](C)\C=C\S(=O)(=O)C ((S)-1-(2-Chloro-3,4-difluorophenyl)ethoxy)-N-((R,E)-4-(methylsulfonyl)but-3-en-2-yl)pyrimidine-2-carboxamide